tert-butyl (R)-(1-(5-aminopyridin-3-yl)ethyl)carbamate NC=1C=C(C=NC1)[C@@H](C)NC(OC(C)(C)C)=O